C1(=CC=C(C=C1)CNC1=C2N=CN(C2=NC(=N1)N1C[C@H](NCC1)C)C(C)C)C1=CC=CC=C1 (R)-N-([1,1'-biphenyl]-4-ylmethyl)-9-isopropyl-2-(3-methylpiperazin-1-yl)-9H-purine-6-amine